((2S,3S)-3-(2-methylphenyl)-1,4-dioxaspiro[4.4]nonan-2-yl)methyl sulfamate S(N)(OC[C@@H]1OC2(O[C@H]1C1=C(C=CC=C1)C)CCCC2)(=O)=O